4-((2-bromoethyl)thio)-2-(2,6-dioxopiperidin-3-yl)isoindoline-1,3-dione BrCCSC1=C2C(N(C(C2=CC=C1)=O)C1C(NC(CC1)=O)=O)=O